1-[2-(N,N-dimethylamino)ethyl]-4-[(3-trifluoromethylphenyl)thiomethyl]-1H-1,2,3-triazole CN(C)CCN1N=NC(=C1)CSC1=CC(=CC=C1)C(F)(F)F